FC(C=1C(=C(C=CC1)[C@@H](C)NC(=O)C1=CC(=CC2=C1NC=N2)C=2CCN(CC2)C(=O)OC(C)(C)C)F)F tert-butyl 4-[7-[[(1R)-1-[3-(difluoromethyl)-2-fluoro-phenyl]ethyl]carbamoyl]-1H-benzimidazol-5-yl]-3,6-dihydro-2H-pyridine-1-carboxylate